Gamma-Linolenat C(CCCC\C=C/C\C=C/C\C=C/CCCCC)(=O)[O-]